2-(3-bromophenyl)-2H-benzotriazole BrC=1C=C(C=CC1)N1N=C2C(=N1)C=CC=C2